9-(6-(2,2,2-trifluoroethyl)quinazolin-4-yl)-3,9-diazaspiro[5.5]undecan FC(CC=1C=C2C(=NC=NC2=CC1)N1CCC2(CCNCC2)CC1)(F)F